phenyl (4-cyclobutyl-2-fluorophenyl)carbamate C1(CCC1)C1=CC(=C(C=C1)NC(OC1=CC=CC=C1)=O)F